FC=1SC2=C(N1)C=CC=C2C(=O)N fluorobenzo[d]thiazole-7-carboxamide